BrC1=CC=CN2C(=C(C=C12)C#CCNC=1C=CC(=NC1OC([2H])([2H])[2H])C(=O)O)CC(F)(F)F 5-((3-(8-bromo-3-(2,2,2-trifluoroethyl)indolizin-2-yl)prop-2-yn-1-yl)amino)-6-(methoxy-d3)pyridine-2-carboxylic acid